2-[3-(5-fluoro-6-methyl-2-pyridyl)-1H-pyrazol-4-yl]-7-(2-methyl-4,5,6,7-tetrahydropyrazolo[1,5-a]pyrimidin-3-yl)-1,5-naphthyridine FC=1C=CC(=NC1C)C1=NNC=C1C1=NC2=CC(=CN=C2C=C1)C=1C(=NN2C1NCCC2)C